(2R,3S)-3-AMINO-2-HYDROXYHEXANOIC ACID N[C@H]([C@H](C(=O)O)O)CCC